nitrogen (4-(ethylsulfonyl)phenyl)ethanol C(C)S(=O)(=O)C1=CC=C(C=C1)C(C)O.[N]